benzyl (2R)-4-amino-2-(tert-butoxycarbonylamino)-4-oxo-butanoate NC(C[C@H](C(=O)OCC1=CC=CC=C1)NC(=O)OC(C)(C)C)=O